BrC1=C(C=C(C=C1C(F)(F)F)I)C 2-bromo-5-iodo-1-methyl-3-(trifluoromethyl)benzene